1-(1-ethoxy-2,2-dimethylpropyl)-1H-benzo[d][1,2,3]triazol C(C)OC(C(C)(C)C)N1N=NC2=C1C=CC=C2